3-cyclopropyl-1-((2,2-difluorobicyclo[2.1.1]hexan-1-yl)methyl)-4-(trifluoromethyl)-1H-pyrazole-5-carboxylic acid C1(CC1)C1=NN(C(=C1C(F)(F)F)C(=O)O)CC12C(CC(C1)C2)(F)F